C(=C)[Te]C=C vinyl telluride